ClC=1N=C(N=NC1)C1=NN(C(=C1)C1=NOC=C1)CC1=C(C=CC=C1)F 3-(3-(5-chloro-1,2,4-triazin-3-yl)-1-(2-fluorobenzyl)-1H-pyrazol-5-yl)isoxazole